ClC1=C2C(=NC(=N1)N)N(N=C2)CC2=CC(=C(C=C2)[N+](=O)[O-])C 4-chloro-1-(3-methyl-4-nitrobenzyl)-1H-pyrazolo[3,4-d]pyrimidin-6-amine